5-amino-3-methoxy-4-methyl-N-(1-(5-(trifluoromethyl)pyrimidin-2-yl)azetidin-3-yl)thieno[2,3-c]pyridazine-6-carboxamide NC1=C(SC=2N=NC(=C(C21)C)OC)C(=O)NC2CN(C2)C2=NC=C(C=N2)C(F)(F)F